ClC=1C=CC(=NC1)[C@@H](C)OC1=CC(=CC=2N1C(=CN2)C#N)C=2N=NN(C2C)C2CCN(CC2)C(=O)OC(C)(C)C tert-Butyl 4-[4-[5-[(1R)-1-(5-chloro-2-pyridyl)ethoxy]-3-cyano-imidazo[1,2-a]pyridin-7-yl]-5-methyl-triazol-1-yl]piperidine-1-carboxylate